FC1=CC=C(C=C1)NC=1C=C(C(=O)OC)C=CC1[N+](=O)[O-] methyl 3-((4-fluorophenyl) amino)-4-nitrobenzoate